COC=CCCC1=CCC(CC1)(C)C (4-methoxybut-3-en-1-yl)-4,4-dimethylcyclohex-1-ene